(thiazolo[4,5-b]pyridin-7-yl)methanone S1C=NC2=NC=CC(=C21)C=O